2,2'-[carbonothioylbis(thio)]bis[2-methyl-propionic acid] C(=S)(SC(C(=O)O)(C)C)SC(C(=O)O)(C)C